F[P-](F)(F)(F)(F)F.F[P-](F)(F)(F)(F)F.[Co+2].N1=C(C=CC=C1)C1=NC=CC=C1.N1=C(C=CC=C1)C1=NC=CC=C1.N1=C(C=CC=C1)C1=NC=CC=C1 tris(2,2'-bipyridine) cobalt (II) bis(hexafluorophosphate)